C(C1=CC=CC=C1)OC(=O)NC(COCCC(=O)OC1=C(C(=C(C(=C1F)F)F)F)F)(COCCC(=O)OC1=C(C(=C(C(=C1F)F)F)F)F)COCCC(OC1=C(C(=C(C(=C1F)F)F)F)F)=O bis(perfluorophenyl) 3,3'-((2-(((benzyloxy)carbonyl)amino)-2-((3-oxo-3-(perfluorophenoxy)propoxy)methyl)propane-1,3-diyl)bis(oxy))dipropionate